bromo-2-(difluoromethyl)benzene BrC1=C(C=CC=C1)C(F)F